4-chlorobenzyl (S)-(4-(1-(5-methyloxazole-2-carboxamido)eth-yl)phenyl)carbamate CC1=CN=C(O1)C(=O)N[C@@H](C)C1=CC=C(C=C1)NC(OCC1=CC=C(C=C1)Cl)=O